ClC1=CC=C(S1)CN(C1=CC(=C(C=C1)NC(=O)C1CC1)C)C Cyclopropanecarboxylic acid {4-[(5-chloro-thiophen-2-ylmethyl)-(methyl)amino]-2-methyl-phenyl}-amide